7-acetoxy-4,5-dioxo-4,5-dihydro-1H-pyrrolo[2,3-f]quinoline-9-carboxylic acid C(C)(=O)OC1=NC=2C(C(C3=C(C2C(=C1)C(=O)O)NC=C3)=O)=O